1,7-dicyano-3-phenyl-2,3-dihydroindolizine C(#N)C=1CC(N2C=CC(=CC12)C#N)C1=CC=CC=C1